2-[3-chloro-5-[(3S)-3-methyl-2,3,4,5-tetrahydropyridin-6-yl]phenoxy]-N,N-dimethyl-ethanamine ClC=1C=C(OCCN(C)C)C=C(C1)C=1CC[C@@H](CN1)C